C(C1=CC=CC=C1)S(=O)(=O)N1CC2(C1)CN(C2)C(=O)N2CC1(C2)CC(C1)N1N=C(N=C1)C1CC1 (2-benzylsulfonyl-2,6-diazaspiro[3.3]heptan-6-yl)-[6-(3-cyclopropyl-1,2,4-triazol-1-yl)-2-azaspiro[3.3]heptan-2-yl]methanone